2-(1-nitrocyclopentyl)-1-phenyl-1-ethanone [N+](=O)([O-])C1(CCCC1)CC(=O)C1=CC=CC=C1